3-[(3-morpholinopropyl)methoxymethylsilyl]styrene O1CCN(CC1)CCC[SiH](C=1C=C(C=C)C=CC1)COC